CN(C1=NC=C(C(=N1)C)C(=O)NC(C(=O)O)\C=C\C(C)(C)C)C racemic-(E)-2-[2-(dimethylamino)-4-methyl-5-pyrimidinylcarbonylamino]-5,5-dimethyl-3-hexenoic acid